(R)-oxetane-2-carboxylic acid O1[C@H](CC1)C(=O)O